BrC1=NC=C(C=O)C(=C1)OCCOC1=NC(=CC=C1)Cl 6-bromo-4-(2-((6-chloropyridin-2-yl)oxy)ethoxy)nicotinaldehyde